NC=1SC(=CN1)C(=O)NC1=C(C=C(C(=C1)C(NC=1C=C2N(N1)CCC2)=O)F)C 2-Amino-N-[5-(5,6-dihydro-4H-pyrrolo[1,2-b]pyrazol-2-ylcarbamoyl)-4-fluoro-2-methylphenyl]-1,3-thiazole-5-carboxamide